OC(=CCCCC)O dihydroxy-1-hexene